ClC1=CC=C(C(=N1)C(=O)NS(=O)(=O)C)N[C@H](C)C=1C=C(C=C2C(N(C(=NC12)N1C[C@@H]2C([C@@H]2C1)N1N=CC=C1C)C)=O)C 6-chloro-3-(((R)-1-(3,6-dimethyl-2-((1R,5S,6S)-6-(5-methyl-1H-pyrazol-1-yl)-3-azabicyclo[3.1.0]hexan-3-yl)-4-oxo-3,4-dihydroquinazolin-8-yl)ethyl)amino)-N-(methylsulfonyl)picolinamide